trans-methyl 1,2,3,3a,4,5,6,6a-octahydrocyclopenta[c]pyrrole-3-carboxylate C1NC(C2C1CCC2)C(=O)OC